4-iodo-1,1'-biphenyl-2,3,5,6-d4 IC1=C(C(=C(C(=C1[2H])[2H])C1=CC=CC=C1)[2H])[2H]